NC=1C=2N(C=CN1)C(=NC2C2=C(C=C(C=C2)[C@](C(F)(F)F)(C2=CC=CC=C2)O)OC)[C@H]2CN1C(CC[C@@H]1CC2)=O (6R,8aS)-6-(8-amino-1-{2-methoxy-4-[(1S)-2,2,2-trifluoro-1-hydroxy-1-phenylethyl]phenyl}imidazo[1,5-a]pyrazin-3-yl)hexahydroindolizin-3(2H)-one